ClC1=NC=C(C(=N1)NC=1SC2=C(N1)C=C(C=C2)OC)C(F)(F)F N-(2-chloro-5-(trifluoromethyl)pyrimidin-4-yl)-5-methoxybenzo[d]thiazol-2-amine